tert-butyl (2-(4-amino-7-bromo-2H-pyrazolo[3,4-c]quinolin-2-yl)ethyl)(methyl)carbamate NC1=NC=2C=C(C=CC2C=2C1=NN(C2)CCN(C(OC(C)(C)C)=O)C)Br